dicyclohexyl(2',6'-dimethoxy-2-biphenylyl)phosphine C1(CCCCC1)P(C1=C(C=CC=C1)C1=C(C=CC=C1OC)OC)C1CCCCC1